C(C)N1C(=NC=2N(C(N(C(C12)=O)C)=O)C)SC 7-ethyl-1,3-dimethyl-8-(methylsulfanyl)-1H-purine-2,6(3H,7H)-dione